[C@H]12CN(C[C@H](CC1)N2)C=2C1=C(N=C(N2)OC[C@]23CCCN3C[C@@H](C2)F)C(=C(N=C1)C1=NC(=CC2=CC=C(C(=C12)F)F)N)F 1-(4-((1R,5S)-3,8-diazabicyclo[3.2.1]octan-3-yl)-8-fluoro-2-(((2R,7aS)-2-fluorotetrahydro-1H-pyrrolizin-7a(5H)-yl)methoxy)pyrido[4,3-d]pyrimidin-7-yl)-7,8-difluoroisoquinolin-3-amine